2-Propenoic acid, 3-[7-[(1-oxo-2-propen-1-yl)oxy]-2-phenanthrenyl]propyl ester C(C=C)(=O)OCCCC1=CC=2C=CC3=CC(=CC=C3C2C=C1)OC(C=C)=O